C(C=CC1=CC=CC=C1)(=O)OC(CN)N 1,2-diaminoethyl cinnamate